methyl 3-bromo-2-iodo-5-methylbenzoate BrC=1C(=C(C(=O)OC)C=C(C1)C)I